FC1([C@H]([C@@H]1C(=O)OC)C(=O)O)F |r| Trans-rac-2,2-difluoro-3-methoxycarbonylcyclopropane-1-carboxylic acid